OCC(C(=O)NC(C(=O)O)CCN(CCCCC1=NC=2NCCCC2C=C1)CCOC)C1=CC=CC=C1 2-[(3-hydroxy-2-phenyl-propanoyl)amino]-4-[2-methoxyethyl-[4-(5,6,7,8-tetrahydro-1,8-naphthyridin-2-yl)butyl]amino]butanoic acid